C(CC)(=O)OC=1C(=NC=CC1OC)C(N[C@@H](C)C1=NC(=NO1)C1=CC(=CC(=C1)C)C)=O (S)-2-((1-(3-(3,5-dimethylphenyl)-1,2,4-oxadiazol-5-yl)ethyl)carbamoyl)-4-methoxypyridin-3-yl propionate